(2R,4aR,9aS)-8-(naphthalen-1-ylmethyl)-2-phenyltetrahydro-4H-[1,3]dioxino[4,5-f][1,4]oxazepin-7(6H)-one C1(=CC=CC2=CC=CC=C12)CN1C(CO[C@H]2[C@H](C1)O[C@@H](OC2)C2=CC=CC=C2)=O